6-((1S,3aS,6aR)-1-benzylhexahydrocyclopenta[c]pyrrol-2(1H)-yl)-4-morpholinopyridin-2(1H)-one C(C1=CC=CC=C1)[C@@H]1N(C[C@@H]2[C@H]1CCC2)C2=CC(=CC(N2)=O)N2CCOCC2